FC(CN1C(=NC=2C1=NC(=CC2)C=2C=CN1N=C(N=CC12)N[C@@H]1CCC(N(C1)C)=O)C)F (R)-5-((5-(3-(2,2-Difluoroethyl)-2-methyl-3H-imidazo[4,5-b]pyridin-5-yl)pyrrolo[2,1-f][1,2,4]triazin-2-yl)amino)-1-methylpiperidin-2-one